3,4,5-trimethoxybenzenethiol COC=1C=C(C=C(C1OC)OC)S